C(CCCCCCCCCCC)(=O)N1C(CCCC1)=O 1-dodecanoylpiperidin-2-one